BrC=1C=CC2=C(OC3(CNS2(=O)=O)CCOCC3)N1 7'-Bromo-2,2',3,3',5,6-hexahydrospiro[pyran-4,4'-pyrido[2,3-b][1,4,5]oxathiazepine] 1',1'-dioxide